ClC1=C(C=C(C(=C1)C(N1[C@H](CN(CC1)C(=O)OC(C)(C)C)C)=NC(NC1=C(N=CS1)C(C)C)=O)F)C1=C(C=CC=C1)F (S)-tert-Butyl 4-((2-chloro-2',5-difluoro-[1,1'-biphenyl]-4-yl)(((4-isopropylthiazol-5-yl)carbamoyl)imino)methyl)-3-methylpiperazine-1-carboxylate